NCCOC=1C2=C(C=NC1)C(=NN2[C@H]2CN(CCC2)C(C=C)=O)C2=CC=C(C=C2)OC2=C(C(=CC=C2)OC)F (R)-1-(3-(7-(2-aminoethoxy)-3-(4-(2-fluoro-3-methoxyphenoxy)phenyl)-1H-pyrazolo[4,3-c]pyridin-1-yl)piperidin-1-yl)prop-2-en-1-one